isononanoyl 3-methylbutanoyl peroxide CC(CC(=O)OOC(CCCCCC(C)C)=O)C